6-Azadeoxyuridine [C@@H]1(C[C@H](O)[C@@H](CO)O1)N1C(=O)NC(=O)C=N1